[2,7]naphthyridine-8(6H)-carboxylic acid tert-butyl ester C(C)(C)(C)OC(=O)C1=NCCC=2C=CN=CC12